(5-amino-2-bromo-3-methylphenyl)methanol NC=1C=C(C(=C(C1)CO)Br)C